FC(C=1C=CC(=NC1C(F)(F)F)OC1CC2(CN(C2)C(=O)N2C[C@@H]3[C@@H](OCC(N3)=O)CC2)C1)(F)F (4aR,8aS)-6-(6-((5,6-Bis(trifluoromethyl)pyridin-2-yl)oxy)-2-azaspiro[3.3]heptane-2-carbonyl)hexahydro-2H-pyrido[4,3-b][1,4]oxazin-3(4H)-one